C12COCC(CNC1)N2C(=O)N 3-oxa-7,9-diazabicyclo[3.3.1]nonane-9-carboxamide